O=C([C@H](CC1CCN(CC1)CCC)NC(OCC1=CC=CC=C1)=O)N1CCN(CC1)C1=CC=NC=C1 benzyl {(2S)-1-oxo-3-(1-propylpiperidin-4-yl)-1-[4-(pyridin-4-yl)piperazin-1-yl]propan-2-yl}carbamate